5-chloro-N2-(4-((trans)-2,6-diethyl-1-methyl-1,2,3,6-tetrahydro-pyridin-4-yl)-2-isopropoxy-5-methylphenyl)-N4-(2-(isopropylsulfonyl)phenyl)pyrimidine-2,4-diamine ClC=1C(=NC(=NC1)NC1=C(C=C(C(=C1)C)C=1C[C@@H](N([C@H](C1)CC)C)CC)OC(C)C)NC1=C(C=CC=C1)S(=O)(=O)C(C)C